1-(4-Chlorophenyl)-7-oxo-6-(4-(2-oxopiperidin-1-yl)phenyl)-4,5,6,7-tetrahydro-1H-pyrazolo[3,4-c]pyridine-3-carboxamide ClC1=CC=C(C=C1)N1N=C(C2=C1C(N(CC2)C2=CC=C(C=C2)N2C(CCCC2)=O)=O)C(=O)N